1,5,7-trimethyl-4-oxo-N-(4-phenoxyphenyl)-4,5-dihydro-1H-pyrrolo[3,2-c]pyridine-3-carboxamide CN1C=C(C=2C(N(C=C(C21)C)C)=O)C(=O)NC2=CC=C(C=C2)OC2=CC=CC=C2